methyl 4-((1-(benzylamino)ethylidene)amino)benzoate C(C1=CC=CC=C1)NC(C)=NC1=CC=C(C(=O)OC)C=C1